CC#CCC#CCC octa-2,5-diyne